C(C)(C)C=1C(=NNC1C=1C=C(C=2N(C1)N=CN2)C)C(=O)NC2CCN(CC2)CC2=NN(C=N2)C 4-isopropyl-N-(1-((1-methyl-1H-1,2,4-triazol-3-yl)methyl)piperidin-4-yl)-5-(8-methyl-[1,2,4]triazolo[1,5-a]pyridin-6-yl)-1H-pyrazole-3-carboxamide